8-((1-methyl-1H-pyrazol-4-yl)amino)pyrido[4,3-d]pyrimidin-7(6H)-one CN1N=CC(=C1)NC=1C(NC=C2C1N=CN=C2)=O